3-chloro-N1,N1-bis(4-methoxybenzyl)benzene-1,4-diamine ClC=1C=C(C=CC1N)N(CC1=CC=C(C=C1)OC)CC1=CC=C(C=C1)OC